[2-(2-aminopyrimidin-5-yl)ethynyl]-4-(difluoromethoxy)-N-[(1S)-1-(3-fluorophenyl)-2-hydroxyethyl]benzamide hydrochloride Cl.NC1=NC=C(C=N1)C#CC1=C(C(=O)N[C@H](CO)C2=CC(=CC=C2)F)C=CC(=C1)OC(F)F